COC1=NC=CC(=C1)N1C(=CC=C1)C(=O)O (2-methoxypyridin-4-yl)-1H-pyrrole-2-carboxylic acid